C(C)(CC)C1N(CC2=C(NC1=O)C=NC=C2)C=2C(C(C2N2CC(C2)O)=O)=O 3-(3-(sec-butyl)-2-oxo-1,2,3,5-tetrahydro-4H-pyrido[3,4-e][1,4]diazepin-4-yl)-4-(3-hydroxyazetidin-1-yl)cyclobut-3-ene-1,2-dione